[Au].[Sb] Antimony-gold